2-bromo-7,7-dimethyl-6,7-dihydropyrazolo[1,5-a]pyrimidin-5(4H)-one BrC1=NN2C(NC(CC2(C)C)=O)=C1